C1=CC(=C2C(=CC=C3C4=CC=C(C=5C(=CC=C(C1=C23)C45)C(=O)O)C(=O)O)C(=O)O)C(=O)O perylene-3,4,9,10-tetracarboxylic acid